NC1=C(C=C(C(=C1)C(=O)OC)C)C#CC1N(CCOC1)C(=O)OC(C)(C)C tert-Butyl 3-((2-amino-4-(methoxycarbonyl)-5-methylphenyl)ethynyl)morpholine-4-carboxylate